[Na].C(C1=CC=CC=C1)OC(=O)NS(=O)(=O)N1C(=C(C=C1)C1=CC=C(C=C1)C(NCCCNC(=O)OC(C)(C)C)=O)C(=O)OCC1=CC=CC=C1 benzyl 1-(benzyloxycarbonylsulfamoyl)-3-[4-[3-(tert-butoxycarbonylamino)propylcarbamoyl]phenyl]pyrrole-2-carboxylate, sodium salt